N-[4-Amino-1-(2-trimethylsilylethoxymethyl)pyrazolo[4,3-c]pyridin-7-yl]-2-oxo-2-[rac-(2R,5S)-2-(2,5-dimethylpyrazol-3-yl)-5-methyl-1-piperidyl]acetamide NC1=NC=C(C2=C1C=NN2COCC[Si](C)(C)C)NC(C(N2[C@H](CC[C@@H](C2)C)C=2N(N=C(C2)C)C)=O)=O |r|